4-[(E)-[4-amino-3-(methoxymethyl)phenyl]azo]-benzenesulfonic acid NC1=C(C=C(C=C1)\N=N\C1=CC=C(C=C1)S(=O)(=O)O)COC